(2S)-2-(allyloxycarbonylamino)-3-phenylpropionic acid C(C=C)OC(=O)N[C@H](C(=O)O)CC1=CC=CC=C1